OCC1=C(C=C(C=C1)C)C(C)O 1-(2-(hydroxymethyl)-5-methylphenyl)ethan-1-ol